5-fluoro-N-isopropyl-N-methyl-2-((4-(7-((2-oxo-2,3-dihydro-1H-benzo[d]imidazol-5-yl)methyl)-2,7-diazaspiro[4.4]nonan-2-yl)pyrimidin-5-yl)oxy)benzenesulfonamide FC=1C=CC(=C(C1)S(=O)(=O)N(C)C(C)C)OC=1C(=NC=NC1)N1CC2(CC1)CN(CC2)CC2=CC1=C(NC(N1)=O)C=C2